C(C)OC(C(\C=C\N(C)C)=O)=O (E)-4-(dimethylamino)-2-oxobut-3-enoic acid ethyl ester